C1(=CC=CC=C1)NC(=O)C12OC=3C=CC=CC3C(C1=C2)=NO N-phenyl-7-(hydroxyimino)cyclopropa[b]chromene-1a-carboxamide